1-Methyl-4-(6-methylhepta-1,5-dien-2-yl)-cyclohex-1-ene CC1=CCC(CC1)C(=C)CCC=C(C)C